[Cl-].C(CCCCCCCCCCC)[N+](CC1=CC=CC=C1)(C)C Lauryl-dimethylbenzyl-ammonium chloride